NC1=C(C=CC=C1)C1=CC=CC=C1 2'-amino-[1,1-biphenyl]